dihydrothiophen S1CCC=C1